(R)-1-(2-chloro-5-(2-(2,5-difluorophenyl)-4,4-difluoropyrrolidin-1-yl)pyrazolo[1,5-a]pyrimidin-3-yl)-3-cyclopropylurea ClC1=NN2C(N=C(C=C2)N2[C@H](CC(C2)(F)F)C2=C(C=CC(=C2)F)F)=C1NC(=O)NC1CC1